BrC1=CC(=C2C(NC(C2=C1)=O)C1=C(C=CC(=C1)F)Cl)NC(=O)N1CC(C2=CC(=CC=C12)F)=O N-(6-bromo-3-(2-chloro-5-fluorophenyl)-1-oxoisoindolin-4-yl)-5-fluoro-3-oxoindolin-1-carboxamide